(R)-2-(5-(3-cyclopropyl-1-((R)-1,1-dimethylethylsulfinyl)-1-(pyridin-4-yl)propyl)-2-fluorophenylcarbamoyl)-4,4-difluoropyrrolidine-1-carboxylic acid tert-butyl ester C(C)(C)(C)OC(=O)N1[C@H](CC(C1)(F)F)C(NC1=C(C=CC(=C1)C(CCC1CC1)(C1=CC=NC=C1)[S@](=O)C(C)(C)C)F)=O